C1(=CC(=CC=C1)C1=NC2=C3N=C(C=CC3=CC=C2C=C1)C1=CC=CC=C1)C1=NC2=C3N=C(C=CC3=CC=C2C=C1)C1=CC=CC=C1 (1,3-phenylene)bis[9-phenyl-1,10-phenanthroline]